C(=O)(OC(C)(C)C)N[C@@H](C(=O)O)C1=CC=CC=C1 Boc-D-α-phenylglycine